FC=1C=C(C=CC1C)[C@]1(CN(CC1)C(=O)NC1=C(C=CC(=C1)OC)S(NC)(=O)=O)C1=NC=NS1 |o1:8| (R or S)-3-(3-fluoro-4-methylphenyl)-N-(5-methoxy-2-(N-methylsulfamoyl)phenyl)-3-(1,2,4-thiadiazol-5-yl)pyrrolidine-1-carboxamide